COC(C(=O)C1=CC=CC=C1)OC dimethoxyphenyl-ethanone